(E)-2-(4-(tert-butyl)styryl)-6-((4-isopropylphenyl)thio)benzonitrile C(C)(C)(C)C1=CC=C(/C=C/C2=C(C#N)C(=CC=C2)SC2=CC=C(C=C2)C(C)C)C=C1